ClC=1C(=NC(=NC1NC1=CC=NC=C1)N1CCOCC1)C=1C(=NC=C(C1)C1=NN(C=C1)C)CO (3-(5-chloro-2-morpholino-6-(pyridin-4-ylamino)pyrimidin-4-yl)-5-(1-methyl-1H-pyrazol-3-yl)pyridin-2-yl)methanol